FC(N1N=C(C=C1)C#CC=1C=NC=C(C(=O)N(C)CC(CC2=CC=CC=C2)O)C1)F 5-((1-(difluoromethyl)-1H-pyrazol-3-yl)ethynyl)-N-(2-hydroxy-3-phenylpropyl)-N-methylnicotinamide